CCC#CCCCCC non-3-yne